C(=C)SC1=CC=CC=C1 PHENYL VINYL SULFIDE